C(C)(C)(C)OC(=O)N1CC2(C1)CC(C2)CC2=NN(C(=C2)C(F)(F)F)CC(F)(F)F.C(C2=CC=CC=C2)C(C)O[Si](OCC)(OCC)CCC=N benzyl-iminopropyl-triethoxysilane tert-butyl-6-[[1-(2,2,2-trifluoroethyl)-5-(trifluoromethyl)pyrazol-3-yl]methyl]-2-azaspiro[3.3]heptane-2-carboxylate